ClC=1C=CC(=C(C1)CCN(C(=O)OC(C)(C)C)C(=O)OC(C)(C)C)CN1C(NC(C2=C1C=CN2)=O)=S Di-tert-butyl [(1R)-{5-chloro-2-[(4-oxo-2-thioxo-2,3,4,5-tetrahydro-1H-pyrrolo[3,2-d]pyrimidin-1-yl)methyl]phenyl}ethyl]imidodicarbonate